1,2,4,5-tetra(2H-tetrazol-5-yl)-benzene N=1NN=NC1C1=C(C=C(C(=C1)C=1N=NNN1)C=1N=NNN1)C=1N=NNN1